NC=1C(=CC=2OCC[C@@H]3N(C2N1)CCNC3)Br (S)-2-amino-3-bromo-6,7,7a,8,10,11-hexahydro-9H-pyrazino[1,2-d]pyrido[3,2-b][1,4]oxazepin